Cl.N1(CCCC1)C1=CC=C(C=C1)C1=CC=C(S1)CN1C(NN=C1)=O 4-(5-[4-(pyrrolidin-1-yl)phenyl]thiophen-2-ylmethyl)-2,4-dihydro-3H-1,2,4-triazol-3-one hydrochloride